p-carboxyl-phenoxycyclotriphosphazene C(=O)(O)C1=CC=C(OP2=NP=NP=N2)C=C1